C(C)(C)(C)OC(=O)N1CCN(CC1)C=1SC(=NN1)C1=CC(=C(C=C1)C(N(C)C)=O)F.C[C@@H]1CNC[C@@H](O1)C=1N=CN(C1)C (2r,6r)-2-methyl-6-(1-methylimidazol-4-yl)morpholine tert-butyl-4-(5-(4-(dimethylcarbamoyl)-3-fluorophenyl)-1,3,4-thiadiazol-2-yl)piperazine-1-carboxylate